FC1=CC=C(C(=O)NC(C(=O)NC2=CC=C(C=C2)S(NC(C)(CCO)C)(=O)=O)CC(C)C)C=C1 4-fluoro-N-(1-((4-(N-(4-hydroxy-2-methylbutan-2-yl)sulfamoyl)phenyl)amino)-4-methyl-1-oxopentan-2-yl)benzamide